Methyl (5-(6,7-difluoro-4-oxo-3,4-dihydrophthalazin-1-yl)-1H-benzimidazol-2-yl)carbamate FC=1C=C2C(NN=C(C2=CC1F)C1=CC2=C(NC(=N2)NC(OC)=O)C=C1)=O